(4-Methoxy-2-nitrophenyl)boronic acid COC1=CC(=C(C=C1)B(O)O)[N+](=O)[O-]